COC(=O)[C@@H]1CN(CC[C@H]1NC(=O)C1=NOC(=C1)C1=C(C=C(C=C1)F)F)C1CCCCC1 |r| rac-(3R,4R)-1-cyclohexyl-4-{[5-(2,4-difluoro-phenyl)-isoxazole-3-carbonyl]-amino}-piperidine-3-carboxylic acid methyl ester